1-(4-((4-((6,7-difluoroquinolin-3-yl)amino)pyrimidin-2-yl)amino)-2-methoxyphenyl)-4-methylpiperidin-4-ol FC=1C=C2C=C(C=NC2=CC1F)NC1=NC(=NC=C1)NC1=CC(=C(C=C1)N1CCC(CC1)(O)C)OC